N-(2-propoxy)phenyl-N'-(3-(octahydro-2H-quinolizin-2-yl)-1H-indol-5-yl)thiourea CC(C)ON(C(=S)NC=1C=C2C(=CNC2=CC1)C1CC2CCCCN2CC1)C1=CC=CC=C1